(2-chloroethoxy)-4-methoxybenzene ClCCOC1=CC=C(C=C1)OC